C(C)(=O)N1CCC(CC1)C=1C=C2CCN(C(C2=CC1)=O)C[C@@H](CN1CC2=CC=CC=C2CC1)O 6-(1-acetyl-4-piperidinyl)-2-[(2R)-3-(3,4-dihydro-1H-isoquinolin-2-yl)-2-hydroxy-propyl]-3,4-dihydroisoquinolin-1-one